O[C@@H]1C[C@H](CCC1)[C@H]1N(C[C@@H](CC1)C)C(C(=O)NC=1C=C(C=NC1)C(=O)N)=O |r| Racemic-5-[[2-[(2S,5R)-2-[(1S,3S)-3-hydroxycyclohexyl]-5-methyl-1-piperidyl]-2-oxo-acetyl]amino]pyridine-3-carboxamide